N-(5-(2-(3,3-dimethylazetidin-1-yl)acetamido)-2-methylpyridin-3-yl)-2-(1-(trifluoromethyl)-1H-pyrazol-4-yl)pyrazolo[5,1-b]thiazole-7-carboxamide CC1(CN(C1)CC(=O)NC=1C=C(C(=NC1)C)NC(=O)C=1C=NN2C1SC(=C2)C=2C=NN(C2)C(F)(F)F)C